C(CC)NC1=NC(=NC(=N1)NCCC)N(NC)C N-(4,6-bis-propylamino-[1,3,5]triazin-2-yl)-N-methyl-N'-methylhydrazine